3-(5-(difluoromethyl)-1,3,4-thiadiazol-2-yl)-N-(1,2-dimethylcyclopropyl)-8-((3S,5S)-3,5-dimethylpiperazin-1-yl)imidazo[1,5-a]pyridine-6-sulfonamide FC(C1=NN=C(S1)C1=NC=C2N1C=C(C=C2N2C[C@@H](N[C@H](C2)C)C)S(=O)(=O)NC2(C(C2)C)C)F